C(CCCCCCCCCCCCC)NCCN(CCCCCCCCCCCCCC)CCCCCCCCCCCCCC N1,N2,N2-tritetradecylethane-1,2-diamine